N-[4-(phenylamino)phenyl]benzamide C1(=CC=CC=C1)NC1=CC=C(C=C1)NC(C1=CC=CC=C1)=O